NCCCOC1=C(C2=C(C=CO2)C=C1)C1=CC(=NN1)NC=1N=CC(=NC1)C#N 5-({5-[6-(3-Aminopropoxy)-1-benzofuran-7-yl]-1H-pyrazol-3-yl}amino)pyrazine-2-carbonitrile